COC1=CC=C(CN(S(=O)(=O)C2=C(C=CC(=C2C=2N=NN(N2)CC2=CC=C(C=C2)OC)C=2C=CC=C3C(C(NC23)=O)O)S(=O)(=O)CCNC(OC(C)(C)C)=O)CC2=CC=C(C=C2)OC)C=C1 tert-butyl (2-((2-(N,N-bis(4-methoxybenzyl)sulfamoyl)-4-(3-hydroxy-2-oxoindolin-7-yl)-3-(2-(4-methoxybenzyl)-2H-tetrazol-5-yl)phenyl)sulfonyl)ethyl)carbamate